4-((S)-1-((R)-2-((3-(difluoromethoxy)-4-fluorobenzyl)oxy)-3-methylbutanoylamino)ethyl)benzoic acid FC(OC=1C=C(CO[C@@H](C(=O)N[C@@H](C)C2=CC=C(C(=O)O)C=C2)C(C)C)C=CC1F)F